BrC(C(=O)O)C[C@@H](C)[C@H]1CC[C@H]2[C@@H]3CC[C@@H]4C[C@@](CC[C@@]4([C@H]3CC[C@]12C)C)(C1=CC=C(C=C1)C(F)(F)F)O (4R)-2-bromo-4-((3S,5R,8R,9S,10S,13R,14S,17R)-3-hydroxy-10,13-dimethyl-3-(4-(trifluoromethyl)phenyl)hexadecahydro-1H-cyclopenta[a]phenanthren-17-yl)pentanoic acid